trans-methyl 4-(trifluoromethyl)piperidine-3-carboxylate FC([C@H]1[C@@H](CNCC1)C(=O)OC)(F)F